Azetidin-1-yl-(2-(6-(2-ethyl-5-fluoro-4-hydroxyphenyl)-1H-indazol-3-yl)-4,6-dihydropyrrolo[3,4-d]imidazol-5(1H)-yl)ketone N1(CCC1)N1C(=NC2=C1CN(C2)C(=O)N2CC=1N(C(=NC1C2)C2=NNC1=CC(=CC=C21)C2=C(C=C(C(=C2)F)O)CC)N2CCC2)C2=NNC1=CC(=CC=C21)C2=C(C=C(C(=C2)F)O)CC